ClC=1C=C(CN([C@H](CC(=O)O)C)C2=CC=C(C3=CC=CC=C23)NS(=O)(=O)C2=CC=C(C=C2)OC)C=CC1 (S)-3-((3-chlorobenzyl)(4-((4-methoxyphenyl)sulfonamido)naphthalen-1-yl)amino)butanoic acid